C(C)(C)N(CCC1=CNC2=CC=CC(=C12)C(CCC(=O)[O-])C(=O)[O-])C(C)C N,N-Diisopropyltryptamine-4-Glutarate